tert-Butyl 4-[2,2-dibromo-1-[4-(trifluoromethyl)phenyl]cyclopropyl]piperidine-1-carboxylate BrC1(C(C1)(C1=CC=C(C=C1)C(F)(F)F)C1CCN(CC1)C(=O)OC(C)(C)C)Br